2'-amino-N-(5-chloro-6-(2H-1,2,3-triazol-2-yl)pyridin-3-yl)-4'-fluoro-5-methyl-2-vinyl-[1,1'-biphenyl]-4-carboxamide NC1=C(C=CC(=C1)F)C1=C(C=C(C(=C1)C)C(=O)NC=1C=NC(=C(C1)Cl)N1N=CC=N1)C=C